C(#N)[C@@H]1CN(CC1)S(=O)(=O)N[C@@H]1C[C@@H](C1)N(C=1C2=C(N=CN1)NC=C2)C (3S)-3-cyano-N-{cis-3-[methyl-(7H-pyrrolo[2,3-d]pyrimidin-4-yl)amino]cyclobutyl}pyrrolidine-1-sulfonamide